N1C(=NC=C1)C#N imidazole-2-carbonitrile